ClC=1C=C(C=CC1F)NC(N(CC1=NNC=2CCCCC12)C1=CC(=C(C=C1)OC)OC)=O (3-Chloro-4-fluorophenyl)-1-(3,4-dimethoxyphenyl)-1-((4,5,6,7-tetrahydro-1H-indazol-3-yl)methyl)urea